CN1N=CC=2C1=NC(=NC2NC(=O)C=2SC(=CC2)[N+](=O)[O-])C2=C(C=CC=C2)OC(F)(F)F N-(1-methyl-6-(2-(trifluoromethoxy)phenyl)-1H-pyrazolo[3,4-d]pyrimidin-4-yl)-5-nitrothiophene-2-carboxamide